C1(C=2C(C(N1)=O)=CC=CC2)=O E-phthalimide